C1(CCC1)N(C1=C(C(=O)NC=2SC(=CN2)CC)C=C(C=C1)S(=O)(=O)N1CCOCC1)C 2-(cyclobutyl(methyl)amino)-N-(5-ethylthiazol-2-yl)-5-(morpholinosulfonyl)benzamide